1-allyl-2-azepanethione C(C=C)N1C(CCCCC1)=S